2H-chromen-6-carboxamide O1CC=CC2=CC(=CC=C12)C(=O)N